CN(C)C(C)C1=CC=CC=C1 N,N-dimethyl-1-phenylethylamine